tert-butyl (R)-4-(4-((3-carbamoyl-6-(3-(hydroxymethyl)piperidin-1-yl)pyrazin-2-yl)amino)phenyl)piperidine-1-carboxylate C(N)(=O)C=1C(=NC(=CN1)N1C[C@@H](CCC1)CO)NC1=CC=C(C=C1)C1CCN(CC1)C(=O)OC(C)(C)C